3-chloro-1,1,1-trifluoropropane ClCCC(F)(F)F